C(C)OC1=C(C=C(C=C1)S(=O)(=O)N1CCC(CC1)CCO[N+](=O)[O-])C=1NC(C2=C(N1)C(=C(N2C)C=O)CCC)=O 2-(1-((4-Ethoxy-3-(6-formyl-5-methyl-4-oxo-7-propyl-4,5-dihydro-3H-pyrrolo[3,2-d]pyrimidin-2-yl)phenyl)sulfonyl)piperidin-4-yl)ethylnitrat